C(C(=C)C)(=O)OCCOCCOC1=CC=C(C=C1)C(C)(C)C1=CC=C(C=C1)OCCOC(C(=C)C)=O 2-[4-(2-methacryloyloxyethoxyethoxy)phenyl]-2-[4-(2-methacryloyloxyethoxy)-phenyl]-propane